CN[C@H]1[C@@H](CCCC1)NC trans-N,N'-dimethylcyclohexane-1,2-diamine